tert-Butyl (1S,2R)-2-aminocyclopentylcarbamate N[C@H]1[C@H](CCC1)NC(OC(C)(C)C)=O